(S)-7-((6-(4-(azetidin-1-yl)-2-oxopyrrolidin-1-yl)pyridin-2-yl)amino)-4-(1-methyl-1H-pyrrolo[2,3-b]pyridin-4-yl)-2,3-dihydro-1H-pyrrolo[3,4-c]pyridin-1-one N1(CCC1)[C@H]1CC(N(C1)C1=CC=CC(=N1)NC=1C2=C(C(=NC1)C1=C3C(=NC=C1)N(C=C3)C)CNC2=O)=O